ethyl (4-cyclopropyl-1-ethyl-5-methyl-1H-pyrazol-3-yl)carbamate C1(CC1)C=1C(=NN(C1C)CC)NC(OCC)=O